dodecyl-aminopropionic acid sodium salt [Na+].C(CCCCCCCCCCC)C(C(=O)[O-])(C)N